4-((2,2-Dimethylcyclohexyl)amino)-1H-pyrrolo[2,3-b]pyridine-5-carboxylic acid ethyl ester C(C)OC(=O)C=1C(=C2C(=NC1)NC=C2)NC2C(CCCC2)(C)C